OC(C(CCOC(C1=CC=CC=C1)=O)(C)C)C 4-hydroxy-3,3-dimethylpentylbenzoate